tert-butyl (3S,4S)-4-{4-[(4aS,5aR)-5,5-difluoro-5a-methyl-1H,4H,4aH,6H-cyclopropa[f]indazole-3-amido]pyrazol-1-yl}-3-fluoropiperidine-1-carboxylate FC1([C@H]2CC=3C(=NNC3C[C@]21C)C(=O)NC=2C=NN(C2)[C@@H]2[C@H](CN(CC2)C(=O)OC(C)(C)C)F)F